C(C)[C@H]1[C@H](COC1=O)CC1=CN=CN1C 5-(((3R,4S)-4-ethyl-5-oxotetrahydrofuran-3-yl)methyl)-1-methyl-1H-imidazole